fluoromethyl-pyridin FCC1=NC=CC=C1